C(CCC)[C@@H]1CC[C@H](CC1)C1=CC=C(C=C1)C1=CC(=C(C(=C1)F)F)F 4'-(trans-4-butylcyclohexyl)-3,4,5-trifluoro-biphenyl